2-(3-{2-[12-(2-hydroxyphenyl)-4,8,10,11-tetraazatricyclo[7.4.0.0{2,7}]tridec-1(9),2(7),10,12-tetraen-4-yl]pyrimidin-5-yl}-1,2-oxazol-5-yl)-3-methylbutanoic acid OC1=C(C=CC=C1)C=1N=NC=2NC=3CCN(CC3C2C1)C1=NC=C(C=N1)C1=NOC(=C1)C(C(=O)O)C(C)C